Cl.ClC=1C=C(C(=C(C1)O)C1=CC2=C(N=N1)N(C=N2)C[C@H]2CN(CCC2)C)C 5-Chloro-3-methyl-2-(7-{[(3R)-1-methylpiperidin-3-yl]methyl}-7H-imidazo[4,5-c]pyridazin-3-yl)phenol hydrochloride